2-(2-(6-ethoxy-1H-pyrrolo[2,3-b]pyridin-4-yl)-6-((R)-3-methylmorpholino)-pyrimidin-4-yl)-1-(methylimino)tetrahydro-1H-1λ6-thiophene 1-oxide C(C)OC1=CC(=C2C(=N1)NC=C2)C2=NC(=CC(=N2)C2S(CCC2)(=NC)=O)N2[C@@H](COCC2)C